ClC=1C=CC2=C(C(C=C(O2)[C@H]2OCCC2)=O)C1 (S)-6-chloro-2-((S)-tetrahydrofuran-2-yl)benzopyran-4-one